[Ni]=S.[Fe] iron-nickel sulphide